C1(=CC(=CC=C1)C1=NC(=NC(=N1)C1=CC=CC=C1)C1=C(C=CC=C1)C1=C(C=C(C=C1)C1=CC=C(C=C1)C#N)C1=CC(=CC=C1)C1=NC(=NC(=N1)C1=CC=CC=C1)C1=CC=CC=C1)C1=CC=CC=C1 4'-(2-(4-([1,1'-biphenyl]-3-yl)-6-phenyl-1,3,5-triazin-2-yl)phenyl)-3''-(4,6-diphenyl-1,3,5-triazin-2-yl)-[1,1':3',1''-terphenyl]-4-carbonitrile